benzyl (7-((1-(6-(2,6-dioxopiperidin-3-yl)pyridin-3-yl)piperidin-4-yl)methyl)-7-azaspiro[3.5]nonan-2-yl)carbamate O=C1NC(CCC1C1=CC=C(C=N1)N1CCC(CC1)CN1CCC2(CC(C2)NC(OCC2=CC=CC=C2)=O)CC1)=O